ClC=1C(=C(C(=CC1)N1N=NN=C1)/C=C/C(=O)N1C(C2=CC=CC(=C2CC1)N(C(COC)=O)C)C(=O)N1CCCC1)F (E)-N-(2-(3-(3-chloro-2-fluoro-6-(1H-tetrazol-1-yl)phenyl)acryloyl)-1-(pyrrolidine-1-carbonyl)-1,2,3,4-tetrahydroisoquinolin-5-yl)-2-methoxy-N-methylacetamide